2-[4-(5-Ethyl-1-methyl-6-oxo-1,6-dihydro-pyridin-3-yl)-pyrazol-1-yl]-benzoic acid C(C)C1=CC(=CN(C1=O)C)C=1C=NN(C1)C1=C(C(=O)O)C=CC=C1